ClC=1C=C(C=2N(N1)C=C(N2)C)OC2=CC=CC=C2 6-chloro-2-methyl-8-phenoxy-imidazo[1,2-b]pyridazine